zinc bis(trifluoroacetylacetone) FC(C(=O)CC(C)=O)(F)F.FC(C(=O)CC(C)=O)(F)F.[Zn]